C(C)OC(=O)C1=C(C=CC=C1)P(C1=CC=CC=C1)(C1=CC=CC=C1)=CC ethoxyformylethylidenetriphenylphosphine